Ethyl 5-({[2-fluoro-5-(isoquinolin-8-ylmethoxy)-4-methoxyphenyl] carbamoyl} amino)-1H-pyrazole-3,4-dicarboxylate FC1=C(C=C(C(=C1)OC)OCC=1C=CC=C2C=CN=CC12)NC(=O)NC1=C(C(=NN1)C(=O)OCC)C(=O)[O-]